1,3-dimethyl-5-tert-butylbenzene CC1=CC(=CC(=C1)C(C)(C)C)C